[Cl-].[Li+].COC(=O)C1=C(C=C(C=C1)[Mg]Cl)C (4-(methoxycarbonyl)-3-methylphenyl)magnesium chloride lithium chloride